FC1=C(C=C(OC[C@H]2N(CC2)C(=O)OC(C)(C)C)C=C1)C(=O)OC tert-butyl (S)-2-((4-fluoro-3-(methoxycarbonyl)phenoxy)methyl)azetidine-1-carboxylate